CC1=C(C(=C(C1(C)[Rh+2])C)C)C (pentamethyl-cyclopentadienyl)rhodium (III)